(S)-5-chloro-8-((5-(difluoromethyl)-1-methyl-1H-1,2,3-triazol-4-yl)methoxy)-1-((1,3-dioxoisoindolin-2-yl)methyl)-7-fluoro-3,4-dihydroisoquinoline-2(1H)-carboxylic acid tert-butyl ester C(C)(C)(C)OC(=O)N1[C@@H](C2=C(C(=CC(=C2CC1)Cl)F)OCC=1N=NN(C1C(F)F)C)CN1C(C2=CC=CC=C2C1=O)=O